tert-butyl 6-bromo-5-fluoroindoline-1-carboxylate BrC1=C(C=C2CCN(C2=C1)C(=O)OC(C)(C)C)F